N-[(1S,2R)-2-aminocyclohexyl]Prop-2-enamide N[C@H]1[C@H](CCCC1)NC(C=C)=O